2-(3-chlorophenyl)cyclopropane-1-carboxylate ClC=1C=C(C=CC1)C1C(C1)C(=O)[O-]